Ethyl ((R or S)-((((1S,4R)-4-(6-amino-9H-purin-9-yl)-1-methylcyclopent-2-en-1-yl)oxy)methyl)(phenoxy)phosphoryl)-L-alaninate NC1=C2N=CN(C2=NC=N1)[C@H]1C=C[C@@](C1)(C)OC[P@@](=O)(OC1=CC=CC=C1)N[C@@H](C)C(=O)OCC |o1:18|